N-[(4-Fluorophenyl)methyl]-6-methyl-4-[(1-methylcyclopropyl)amino]-N-(prop-2-yn-1-yl)furo[2,3-d]pyrimidine-5-carboxamide FC1=CC=C(C=C1)CN(C(=O)C1=C(OC=2N=CN=C(C21)NC2(CC2)C)C)CC#C